ClC1=CC=C2C=C(NC2=C1)C(=O)N1CC2=C(N=C(NC2=O)C2(CC2)C2=CC=CC=C2)CC1 6-(6-chloro-1H-indole-2-carbonyl)-2-(1-phenylcyclopropyl)-5,6,7,8-tetrahydropyrido[4,3-d]pyrimidin-4(3H)-one